N[C@@H](C)C=1C=NC2=CC=C(C=C2C1)Cl (S)-3-(1-aminoethyl)-6-chloroquinolin